ClC=1C=CC2=C(CCC=3C(=NC=CC3)C2=C2CCN(CC2)C(=O)OCC)C1 ethyl 4-(8-chloro-5,6-dihydro-11H-benzo[5,6]cyclohepta-[1,2-b]pyridin-11-ylidene)-1-piperidinecarboxylate